(R)-3-(methoxymethyl)morpholine hydrochloride Cl.COC[C@H]1NCCOC1